[Al+3].C1(=CC=CC=C1)C1=CC=C(C=C1)[O-].CC1=NC2=C(C=CC=C2C=C1)O.CC1=NC2=C(C=CC=C2C=C1)O.C1(=CC=CC=C1)C1=CC=C(C=C1)[O-].C1(=CC=CC=C1)C1=CC=C(C=C1)[O-] bis(2-methyl-8-hydroxyquinoline) 4-phenylphenolate aluminum (III)